N[C@H]1[C@@H](CC1)OC1=C(C(=CC=C1)F)C1=CC(=NN1)NC=1N=CC(=NC1)C#N 5-((5-(2-((1R,2R)-2-aminocyclobutoxy)-6-fluorophenyl)-1H-pyrazol-3-yl)amino)pyrazine-2-carbonitrile